ClC1=CC=C(C=C1)N1N=C(C=C1)OCC1=C(C=CC=C1)N(C([O-])=O)CC N-(2-(((1-(4-chlorophenyl)-1H-pyrazol-3-yl) oxy) methyl) phenyl)-N-ethylcarbamate